C(C)OC(=O)C1=C(C=2N(N=C1)C(=C(N2)C2=CC(=CC(=C2)Cl)Cl)Cl)C(C)C 3-chloro-2-(3,5-dichlorophenyl)-8-isopropylimidazo[1,2-b]Pyridazine-7-carboxylic acid ethyl ester